triethylene glycol di(6-hydroxycaproate) OCCCCCC(=O)OCCOCCOCCOC(CCCCCO)=O